Butyl 3-(3-chloro-5-sulfamoylpyridin-2-yloxy)pyrrolidine-1-carboxylate ClC=1C(=NC=C(C1)S(N)(=O)=O)OC1CN(CC1)C(=O)OCCCC